(4α,8β,13β)-13-METHYL-16-OXO-17-Norkauran-18-OIC acid C[C@]12CC[C@H]3[C@@]4(CCC[C@@]([C@H]4CC[C@@]3(C1)CC2=O)(C)C(=O)O)C